tert-butyl 3-(6-chloro-3-pyridyl)azetidine-1-carboxylate ClC1=CC=C(C=N1)C1CN(C1)C(=O)OC(C)(C)C